(2,6-dibromopyridin-4-yl)methanol methyl-(2S)-5-(3-aminopyrazin-2-yl)-2-{[(tert-butoxy)carbonyl]amino}pentanoate C[C@@](C(=O)OCC1=CC(=NC(=C1)Br)Br)(CCCC1=NC=CN=C1N)NC(=O)OC(C)(C)C